CN1CCN(CC1)C=1C=C(C=CC1)NC1=CC=C2C(=N1)NC=C2C2=CC=1C(=CN=CC1)S2 N-(3-(4-methylpiperazin-1-yl)phenyl)-3-(thieno[2,3-c]pyridin-2-yl)-1H-pyrrolo[2,3-b]pyridin-6-amine